C1(CCC1)N1CCN(CC1)C(=O)C1=CC=C(C=C1)[C@@H]1CC2(CC(C2)C#N)CCN1CC1=C2C=CNC2=C(C=C1OC)C (2R,4r,6S)-6-(4-(4-cyclobutylpiperazine-1-carbonyl)phenyl)-7-((5-methoxy-7-methyl-1H-indol-4-yl)methyl)-7-azaspiro[3.5]nonane-2-carbonitrile